C1=CC2C=CC=CC2C=C1 9,10-dihydronaphthalene